CC1CCC=C1 5-Methylcyclopenten